ClC1=CC=C(CNC(=O)NC2=CC=C(C=C2)[C@@H]2N(CC(NC2)=O)C)C=C1 (S)-1-(4-chlorobenzyl)-3-(4-(1-methyl-5-oxopiperazin-2-yl)phenyl)urea